4-(phenylamino)-6-(trifluoromethyl)nicotinic acid C1(=CC=CC=C1)NC1=CC(=NC=C1C(=O)O)C(F)(F)F